(R)-1-(4-(2-(6-(3-aminopiperidine-1-carbonyl)-3-methylpyrazolo[1,5-a]pyridin-2-yl)-1-(cyclopropylmethyl)-1H-indol-7-yl)piperidin-1-yl)-3-methylbutan-1-one N[C@H]1CN(CCC1)C(=O)C=1C=CC=2N(C1)N=C(C2C)C=2N(C1=C(C=CC=C1C2)C2CCN(CC2)C(CC(C)C)=O)CC2CC2